C(C)(C)OC(C1=CN=C(C=C1OC(C)C)NC(=O)OC(C)(C)C)=O 6-((tert-Butoxycarbonyl)amino)-4-isopropoxynicotinic acid isopropyl ester